CC1CN(CC(N1CC(F)(F)F)C)C1=C(C=C(C(=N1)C)C1(CC2(C1)CC(C2)N)N)F 2-(6-(3,5-dimethyl-4-(2,2,2-trifluoroethyl)piperazin-1-yl)-5-fluoro-2-methylpyridin-3-yl)spiro[3.3]heptane-2,6-diamine